4,6-dichloro-N-Ethoxypyridine-3-carboxamide ClC1=C(C=NC(=C1)Cl)C(=O)NOCC